1-(2,3-difluorobenzyl)-4-((3-fluoro-4-(2-hydroxypropan-2-yl)-6-((5-methyl-1H-pyrazol-3-yl)amino)-pyridin-2-yl)methyl)piperidine-4-carboxylic acid FC1=C(CN2CCC(CC2)(C(=O)O)CC2=NC(=CC(=C2F)C(C)(C)O)NC2=NNC(=C2)C)C=CC=C1F